di(2-ethylhexyl) citrate C(CC(O)(C(=O)[O-])CC(=O)OCC(CCCC)CC)(=O)OCC(CCCC)CC